(S)-7-methyl-4,5,6,7-tetrahydropyrazolo[1,5-a]pyrazine C[C@H]1CNCC=2N1N=CC2